tertiary butyl-benzothiazolyl-sulfenamide C(C)(C)(C)NSC=1SC2=C(N1)C=CC=C2